FC1=CC2=C(C(CN(CC2)S(=O)(=O)C)(N)C)C=C1F 7,8-difluoro-1-methyl-3-(methylsulfonyl)-2,3,4,5-tetrahydro-1H-benzo[d]azepin-1-amine